O-tosylbenzoin S(=O)(=O)(C1=CC=C(C)C=C1)OC(C(C1=CC=CC=C1)=O)C1=CC=CC=C1